C(C)C(CN(CC(CCCC)CC)CC1(C(C=CC=C1)C=1N=NNC1)C)CCCC 1-[N,N-bis(2-ethylhexyl)aminomethyl]tolyltriazole